C(C)(=O)O[C@@H]1O[C@@H](C[C@H]1OC(C)=O)[C@H](COC(C)=O)OC(C)=O (2S,3R,5S)-5-((S)-1,2-diacetoxyethyl)tetrahydrofuran-2,3-diyl diacetate